(R)-5-(4,4-difluoro-3-(2-methylpyridin-4-yl)piperidin-1-yl)-7-(2-fluoro-4-(trifluoromethyl)phenyl)-N,N-dimethylthiazolo[4,5-d]pyrimidin-2-amine FC1([C@@H](CN(CC1)C=1N=C(C2=C(N1)N=C(S2)N(C)C)C2=C(C=C(C=C2)C(F)(F)F)F)C2=CC(=NC=C2)C)F